C1(=CC=CC=C1)N1CCN(CC1)C1=CC=C(C=C1)C1NC(OC1)=O 4-(4-(4-phenylpiperazin-1-yl)phenyl)oxazolidin-2-on